C(C1=CC=CC=C1)(=O)NS(=O)(=O)N1C(=O)C(=O)C2=CC=CC=C12 N-benzoylisatinsulfonamide